tert-butyl-(5R)-5-methyl-3-oxo-2-({[(CIS)-4-[2-(benzyloxy)phenyl]-cyclohexyl]oxy}methyl)pyrrolidine-1-carboxylate C(C)(C)(C)OC(=O)N1C(C(C[C@H]1C)=O)CO[C@@H]1CC[C@@H](CC1)C1=C(C=CC=C1)OCC1=CC=CC=C1